6-tert-butyloxycarbonylhydrazinonicotinic acid C(C)(C)(C)OC(=O)NNC1=NC=C(C(=O)O)C=C1